[Si](C)(C)(C(C)(C)C)OC[C@H]1NCCC1 (S)-2-(((tert-butyldimethylsilyl)oxy)methyl)pyrrolidine